6-chloro-2-(furan-3-yl)-[1,2,4]triazolo[1,5-a]pyridine ClC=1C=CC=2N(C1)N=C(N2)C2=COC=C2